benzyl 3-(3-chlorobenzyl)-2-chloro-4-oxo-3,5,7,8-tetrahydropyrido[4,3-d]pyrimidine-6(4H)-carboxylate ClC=1C=C(CN2C(=NC3=C(C2=O)CN(CC3)C(=O)OCC3=CC=CC=C3)Cl)C=CC1